FC1=C(C=CC2=C1CNS2(=O)=O)NC2=NNC(=C2)[C@@H]2C[C@@H](CC2)OC=2C=NC=CC2C cis-4-fluoro-5-((5-(3-((4-methylpyridin-3-yl)oxy)cyclopentyl)-1H-pyrazol-3-yl)amino)-2,3-dihydrobenzo[d]isothiazole 1,1-dioxide